BrC1=CC=CC(=N1)NC([C@H](C(C)C)NC)=O (S)-N-(6-bromopyridin-2-yl)-3-methyl-2-(methylamino)butanamide